3-(5-((1-((4'-fluoro-5,5-dimethyl-3,4,5,6-tetrahydro-[1,1'-biphenyl]-2-yl)methyl)piperidin-4-yl)methyl)-1-oxoisoindolin-2-yl)piperidine-2,6-dione FC1=CC=C(C=C1)C1=C(CCC(C1)(C)C)CN1CCC(CC1)CC=1C=C2CN(C(C2=CC1)=O)C1C(NC(CC1)=O)=O